(1r,3r)-N-(2-hydroxyethyl)-3-(4-(4-(1-(pent-3-yl)-1H-pyrazol-4-yl)pyrazolo[1,5-a]pyrazin-6-yl)-1H-pyrazol-1-yl)cyclobutanecarboxamide OCCNC(=O)C1CC(C1)N1N=CC(=C1)C=1N=C(C=2N(C1)N=CC2)C=2C=NN(C2)C(CC)CC